C1(CC1)CN1C(=C(C2=CC(=CC(=C12)C1=C(C=NC=C1)CC)C(=O)N1CC=2N(N=CC2C1)C)F)C1CN(CCC1)C(=O)OC(C)(C)C 1-(R)-tert-butyl 3-(1-(cyclopropylmethyl)-7-(3-ethylpyridin-4-yl)-3-fluoro-5-(1-methyl-1,4,5,6-tetrahydropyrrolo[3,4-c]pyrazole-5-carbonyl)-1H-indol-2-yl)piperidine-1-carboxylate